C(C)(C)(C)OC(=O)C1COC2(C1N(C=1C=CC=CC21)S(=O)(=O)C2=CC=C(C=C2)OC)C(F)(F)F 4-((4-methoxyphenyl)sulfonyl)-8b-(trifluoromethyl)-3,3a,4,8b-tetrahydro-2H-furo[3,2-b]indole-3-carboxylic acid tert-butyl ester